3-(2-(2-(2-((2-(2,6-dioxopiperidin-3-yl)-1,3-dioxoisoindolin-4-yl)oxy)acetamido)ethoxy)ethoxy)-N-(3,3-diphenylpropyl)propenamide O=C1NC(CCC1N1C(C2=CC=CC(=C2C1=O)OCC(=O)NCCOCCOC=CC(=O)NCCC(C1=CC=CC=C1)C1=CC=CC=C1)=O)=O